FCOC(C(CC)(CC)NC(=O)C1=NC(=C(C=C1)N1CC(C1)(F)F)OCC1CC1)=O 2-{[6-(Cyclopropylmethoxy)-5-(3,3-difluoroazetidin-1-yl)pyridine-2-carbonyl]amino}-2-ethylbutyric acid fluoromethyl ester